4-(4-amino-6-(4-(2-fluoroacrylamido)phenyl)pyrazolo[5,1-f][1,2,4]triazin-5-yl)-2-methoxy-N-(3,3,3-trifluoropropyl)benzamide NC1=NC=NN2C1=C(C(=N2)C2=CC=C(C=C2)NC(C(=C)F)=O)C2=CC(=C(C(=O)NCCC(F)(F)F)C=C2)OC